C1(CC1)C1=NC(=NC(=C1)NCCCN(C)C)NC(=O)NC1=CC=C(C=C1)OC(F)(F)F 1-(4-cyclopropyl-6-((3-(dimethylamino)propyl)amino)-pyrimidin-2-yl)-3-(4-(trifluoromethoxy)phenyl)urea